2-(trifluoromethyl)oxazolidine tert-butyl-1-(piperidine-4-carbonyl)piperidine-4-carboxylate C(C)(C)(C)OC(=O)C1CCN(CC1)C(=O)C1CCNCC1.FC(C1OCCN1)(F)F